(2-aminopyrimidin-4-yl)methyl (1-hydroxy-7-methyl-1,3-dihydrobenzo[c][1,2]oxaborole-6-carbonyl)-L-valinate OB1OCC2=C1C(=C(C=C2)C(=O)N[C@@H](C(C)C)C(=O)OCC2=NC(=NC=C2)N)C